N1(CCC1)C(=O)C1CCC(CC1)COC1=C(C=C(C=C1)CN1CC2=CC=CC=C2C1)S(=O)(=O)C Azetidin-1-yl(4-((4-(isoindolin-2-ylmethyl)-2-(methylsulfonyl)phenoxy)-methyl)cyclohexyl)methanone